CN1N=C(C(=C1)B1OC(C(O1)(C)C)(C)C)NC(C)=O N-[1-methyl-4-(4,4,5,5-tetramethyl-1,3,2-dioxaborolan-2-yl)-pyrazol-3-yl]acetamide